5-(10-phenyl-anthracen-9-yl)-dinaphtho[1,2-d:1',2'-d']benzo[1,2-b:5,4-b']difuran C1(=CC=CC=C1)C1=C2C=CC=CC2=C(C2=CC=CC=C12)C1=CC2=C(C3=C(O2)C=C2OC4=C(C2=C3)C3=CC=CC=C3C=C4)C=4C=CC=CC14